2-(2'-hydroxy-5-methacrylamidophenyl)-5-methoxybenzotriazole OC1=C(C=C(C=C1)NC(C(=C)C)=O)N1N=C2C(=N1)C=CC(=C2)OC